ethoxymethyl-α-cyanoacrylate C(C)OCOC(C(=C)C#N)=O